(2s,4s)-2-((1r,5s,6s)-6-(3-(tert-butyl)phenyl)-3-azabicyclo[3.1.0]hexane-3-carbonyl)-7-oxa-5-azaspiro[3.4]octane-6-one C(C)(C)(C)C=1C=C(C=CC1)C1[C@@H]2CN(C[C@H]12)C(=O)C1CC2(C1)NC(OC2)=O